1-(3-chloro-2-fluorobenzyl)-4-((6-((4-cyano-5-methyl-1H-pyrazol-3-yl)amino)-3-fluoropyridin-2-yl)methyl)-2-methylpiperidine-4-carboxylic acid ClC=1C(=C(CN2C(CC(CC2)(C(=O)O)CC2=NC(=CC=C2F)NC2=NNC(=C2C#N)C)C)C=CC1)F